(R)-3-(isoquinolin-4-yl)-1-(1-methyl-1H-pyrazol-4-yl)-2-oxoimidazolidine-4-carbonitrile C1=NC=C(C2=CC=CC=C12)N1C(N(C[C@@H]1C#N)C=1C=NN(C1)C)=O